CC1=C(C(=CC=C1)C)N1C(O\C(\C1)=C/I)=O (Z)-3-(2,6-dimethylphenyl)-5-(iodomethylene)oxazolidin-2-one